6-[[2-(4-methyl-1H-imidazol-2-yl)-4-pyridinyl]oxy]chroman-3-carboxylic acid CC=1N=C(NC1)C1=NC=CC(=C1)OC=1C=C2CC(COC2=CC1)C(=O)O